1-(2-(2-aminopropoxy)propoxy)propan-2-amine NC(COC(COCC(C)N)C)C